tert-butyl 9-bromo-3,4-dihydropyrazino[1,2-b]indazole-2(1H)-carboxylate BrC1=CC2=C3N(N=C2C=C1)CCN(C3)C(=O)OC(C)(C)C